ClC1=CC(=C(CNC(=O)C=2SC(=CC2)S(=O)(=O)NC)C=C1)F N-(4-chloro-2-fluorobenzyl)-5-(N-methylaminosulfonyl)thiophene-2-carboxamide